5-(8-(7-acetyl-3-ethyl-5,6,7,8-tetrahydroimidazo[1,5-a]pyrazin-1-yl)isoquinolin-3-yl)-N-(4-(7-chloro-2-(2,6-dioxopiperidin-3-yl)-1-oxoisoindolin-4-yl)but-3-yn-1-yl)picolinamide C(C)(=O)N1CC=2N(CC1)C(=NC2C=2C=CC=C1C=C(N=CC21)C=2C=CC(=NC2)C(=O)NCCC#CC2=C1CN(C(C1=C(C=C2)Cl)=O)C2C(NC(CC2)=O)=O)CC